tert-butyl ((3S,4S)-3-hydroxypiperidin-4-yl)carbamate O[C@H]1CNCC[C@@H]1NC(OC(C)(C)C)=O